N1C(CCCC1)C=1OC(=CN1)C1=CC=C(C=C1)C 2-(piperidin-2-yl)-5-(p-tolyl)oxazole